C(CN(CC(=O)O)CC(=O)O)N(CC(=O)O)CC(=O)O.O[C@H](COC=1C=C(C=CC1)S(=O)(=O)NC)CN[C@H]1COC2(C1)CCN(CC2)C2=NC=CC(=N2)C(F)(F)F 3-((S)-2-hydroxy-3-((R)-8-(4-(trifluoromethyl)pyrimidin-2-yl)-1-oxa-8-azaspiro[4.5]decan-3-ylamino)propoxy)-N-methylbenzenesulfonamide ethylenediaminetetra(acetate)